COC1=C2C=CC(=CC2=CC=C1)N(C=1C2=C(N=C(N1)C)C=CS2)C N-(5-methoxynaphthalen-2-yl)-N,2-dimethylthieno[3,2-d]pyrimidin-4-amine